(9,9-dimethyl-10-phenyl-9,10-dihydroacridin-3-yl)boronic acid CC1(C2=CC=CC=C2N(C=2C=C(C=CC12)B(O)O)C1=CC=CC=C1)C